O=C1NC(CCC1C1=CC=C(C=C1)[N-]CCCCCCCNC1CC2(C1)CCC2)=O N-(4-(2,6-dioxopiperidin-3-yl)phenyl)-7-(spiro[3.3]heptan-2-ylamino)heptylamide